3-buten-1-yl-3,5-di-tert-butyl-4-hydroxyphenylpropionate C(=CCC)C1(CC(=CC(=C1O)C(C)(C)C)OC(CC)=O)C(C)(C)C